(R)-3-(4-(6-methyl-4,5,6,7-tetrahydrothiazolo[5,4-c]pyridin-2-yl)piperazin-1-yl)propanenitrile C[C@@H]1CC2=C(CN1)SC(=N2)N2CCN(CC2)CCC#N